1-{2-[(1R,3R)-3-hydroxycyclobutyl]Pyrimidin-5-yl}urea OC1CC(C1)C1=NC=C(C=N1)NC(=O)N